C(O)NC(\C=C/C(=O)O)=O N-methylolMALEINAMIC ACID